NC=1C=C(CN2N=CC3=C(N(C=4C=C(C=CC34)C)C)C2=O)C=CC1 3-(3-aminobenzyl)-5,7-dimethyl-3,5-dihydro-4H-pyridazino[4,5-b]indol-4-one